(E)-3-[5-((E)-3-(2-(3-fluorophenyl)phenyl)-3-oxopropenyl)-2-methoxyphenyl]propenoic acid FC=1C=C(C=CC1)C1=C(C=CC=C1)C(/C=C/C=1C=CC(=C(C1)/C=C/C(=O)O)OC)=O